(1S,2S,5S)-N-[1-cyano-2-(2-oxoindolin-3-yl)ethyl]-3-[(2S)-3,3-dimethyl-2-[(2,2,2-trifluoroacetyl)amino]butanoyl]-6,6-dimethyl-3-azabicyclo[3.1.0]hexane-2-carboxamide C(#N)C(CC1C(NC2=CC=CC=C12)=O)NC(=O)[C@@H]1[C@@H]2C([C@H]2CN1C([C@H](C(C)(C)C)NC(C(F)(F)F)=O)=O)(C)C